2,2-dimethyl-3,4-dihydro-1,4-benzoxazepin-5-one CC1(OC2=C(C(NC1)=O)C=CC=C2)C